N-(4-(4-amino-7-methyl-7H-pyrrolo[2,3-d]pyrimidin-5-yl)-3-methylphenyl)-2-hydroxy-2-phenylacetamide NC=1C2=C(N=CN1)N(C=C2C2=C(C=C(C=C2)NC(C(C2=CC=CC=C2)O)=O)C)C